NC1=CC(=NC(=C1)C(F)(F)F)[C@@H](C)N[S@](=O)C(C)(C)C (R)-N-((R)-1-(4-amino-6-(trifluoromethyl)pyridin-2-yl)ethyl)-2-methylpropan-2-sulfinamide